campestan-5-ene-3b-ol CC(C)[C@H](C)CC[C@@H](C)[C@H]1CC[C@H]2[C@@H]3CC=C4C[C@H](CC[C@]4(C)[C@H]3CC[C@]12C)O